ClC1=CC=C(C(=N1)C=1C=NN(C1)C)NC(C)C=1C=2C3=C(N(C(C2C=C(C1)C)=O)C)N(N=C3)C3CCNCC3 9-[1-[[6-chloro-2-(1-methylpyrazol-4-yl)-3-pyridyl]amino]ethyl]-4,7-dimethyl-3-(4-piperidyl)pyrazolo[3,4-c]isoquinolin-5-one